CNC1CCC1 racemic-trans-2-(methylamino)cyclobutan